tris(((Z)-3-(2,6-bis(trifluoromethyl)pyridin-4-yl)-4-oxopent-2-en-2-yl)oxy)iron FC(C1=NC(=CC(=C1)/C(=C(\C)/O[Fe](O\C(\C)=C(/C(C)=O)\C1=CC(=NC(=C1)C(F)(F)F)C(F)(F)F)O\C(\C)=C(/C(C)=O)\C1=CC(=NC(=C1)C(F)(F)F)C(F)(F)F)/C(C)=O)C(F)(F)F)(F)F